5-Aminopentanol NCCCCCO